(2Z)-2-{[7-amino-4-(4-amino-3,5-dichlorophenyl)-1-oxo-2,3-dihydro-1H-isoindol-2-yl]methyl}but-2-enenitrile NC=1C=CC(=C2CN(C(C12)=O)C/C(/C#N)=C/C)C1=CC(=C(C(=C1)Cl)N)Cl